benzoic acid trifluoroacetic acid salt FC(C(=O)O)(F)F.C(C1=CC=CC=C1)(=O)O